N-[1-methylbenzimidazol-2-ylmethyl]-N-[2-(2-pyridinyl)ethyl]-N'-(2-pyridinylmethyl)-1,4-benzenedimethanamine CN1C(=NC2=C1C=CC=C2)CN(CC2=CC=C(C=C2)CNCC2=NC=CC=C2)CCC2=NC=CC=C2